2-(trifluoromethyl)-2-propanol FC(C(C)(C)O)(F)F